6-chloro-N-(4-methoxyphenyl)-2-(trifluoromethyl)-1H-benzo[d]imidazole-4-carboxamide ClC=1C=C(C2=C(NC(=N2)C(F)(F)F)C1)C(=O)NC1=CC=C(C=C1)OC